FC=1C(=CC2=C(N=C(S2)NC[C@H](CNC2=NC=C(C=N2)SC)C)C1)C(=O)N1CC2(CN(C2)C(=O)OC(C)(C)C)CC1 tert-butyl (S)-6-(5-fluoro-2-((2-methyl-3-((5-(methylthio)pyrimidin-2-yl)amino)propyl)amino) benzo[d]thiazole-6-carbonyl)-2,6-diazaspiro[3.4]octane-2-carboxylate